bis(1,2,2,6,6-pentamethyl-4-piperidinyl)-[[3,5-bis(1,1-dimethylethyl)-4-hydroxyphenyl] methyl] butylmalonate C(CCC)C(C(=O)OC(C1=CC(=C(C(=C1)C(C)(C)C)O)C(C)(C)C)(C1CC(N(C(C1)(C)C)C)(C)C)C1CC(N(C(C1)(C)C)C)(C)C)C(=O)[O-]